ClC=1C(=NC=CC1)N1N=C(C=C1C(=O)N)CN1N=C(N=N1)C(F)(F)F 1-(3-Chloropyridin-2-yl)-3-{[5-(trifluoromethyl)-2H-tetrazol-2-yl]Methyl}-1H-pyrazole-5-carboxamide